2,5-dimethoxy-4-ethylphenethylamine COC1=C(CCN)C=C(C(=C1)CC)OC